ClC1=NC(=CC(=C1)C1=NC=CC=C1)Cl 2',6'-Dichloro-2,4'-bipyridine